carbonic acid 2,4-di-tertbutyl-5-nitro-phenyl ester methyl ester COC(OC1=C(C=C(C(=C1)[N+](=O)[O-])C(C)(C)C)C(C)(C)C)=O